BrC=1C(=C(C(=O)OC)C=CC1OC)NC(C(C)(C)C)=O methyl 3-bromo-2-(2,2-dimethylpropionylamino)-4-methoxy-benzoate